5-(perfluoroethyl)-1-(tetrahydro-2H-pyran-2-yl)-1H-pyrazolo[3,4-b]Pyridine-3-carboxylic acid ethyl ester C(C)OC(=O)C1=NN(C2=NC=C(C=C21)C(C(F)(F)F)(F)F)C2OCCCC2